CN(/C=C(\C(=O)C1=C(N=C(S1)N(C)C)C)/F)C (E)-3-(dimethylamino)-(2-(dimethylamino)-4-methylthiazol-5-yl)-2-fluoroprop-2-en-1-one